tert-butyl 2-({4-[(2,6-dioxopiperidin-3-yl)carbamoyl]-2-methyl-1H-1,3-benzodiazol-6-yl}oxy)acetate O=C1NC(CCC1NC(=O)C1=CC(=CC=2NC(=NC21)C)OCC(=O)OC(C)(C)C)=O